BrC1=NC=C(C(=N1)OCC1=CC=C(C=C1)C=1N(C=C(N1)C(F)(F)F)C1CC1)C 2-Bromo-4-[[4-[1-cyclopropyl-4-(trifluoromethyl)imidazol-2-yl]phenyl]methoxy]-5-methyl-pyrimidine